O=C1N(C(CN1C=1C=NC=C(C1)C(F)(F)F)=O)C1=CC=C(OC=2C=CC(=NC2)NC(C)=O)C=C1 N-[5-(4-{2,5-dioxo-3-[5-(trifluoromethyl)-3-pyridinyl]-1-imidazolidinyl}phenoxy)-2-pyridinyl]acetamide